FC1(C2(CCN(CC12)C(=O)C1CC2(C1)NC(OC2)=O)C2=CC=CC=C2)F (rac)-(2s,4s)-2-(7,7-difluoro-6-phenyl-3-azabicyclo[4.1.0]heptane-3-carbonyl)-7-oxa-5-azaspiro[3.4]octan-6-one